[SiH]1([SiH]=CC=C1)C(=O)[O-] disilolate